CN(CCCNC(=O)C1=CC=2N=C(N=C(C2O1)N1CCOCC1)N1N=CC(=C1)C=1C=C(C=CC1)C)C N-(3-(dimethylamino)propyl)-4-morpholino-2-(4-(m-tolyl)-1H-pyrazol-1-yl)furo[3,2-d]pyrimidine-6-carboxamide